(Z)- and (E)-3-(1-Oxo-1,3-dihydroisobenzofuran-5-yl)but-2-enoic acid O=C1OCC2=CC(=CC=C12)C(=CC(=O)O)C